3-(5-cyclopropyl-2-methylpyrazol-3-yl)oxy-4-(4,5,6,7-tetrahydropyrazolo[4,3-c]pyridin-2-yl)benzonitrile C1(CC1)C=1C=C(N(N1)C)OC=1C=C(C#N)C=CC1N1N=C2C(CNCC2)=C1